1-oxopentan-2-yl 18-oxo-2,5,8,11,14-pentaoxa-17-azaheneicosane-21-carboxylate O=C(NCCOCCOCCOCCOCCOC)CCCC(=O)OC(C=O)CCC